(6S)-4-(7-(5-(bis(4-methoxybenzyl)amino)-3-chloro-2-(trifluoromethyl)phenyl)-2-(methylthio)-7,8-dihydro-5H-pyrano[4,3-d]pyrimidin-4-yl)-6-methyl-1,4-oxazepan-6-ol COC1=CC=C(CN(C=2C=C(C(=C(C2)C2CC=3N=C(N=C(C3CO2)N2CCOC[C@](C2)(O)C)SC)C(F)(F)F)Cl)CC2=CC=C(C=C2)OC)C=C1